FC=1C=2N(C=CC1)N=C(C2)C2N(CCC1=C2N=CN1C1OCCCC1)C=1N=CC(=NC1)NC(=O)C1CC1 N-[5-[4-(4-fluoropyrazolo[1,5-a]pyridin-2-yl)-1-tetrahydropyran-2-yl-6,7-dihydro-4H-imidazo[4,5-c]pyridin-5-yl]pyrazin-2-yl]cyclopropanecarboxamide